NC=1C2=C(N=CN1)N(C(=C2C2=CC(=C(C=C2)OC(C)C)OC)C#CC2CN(C2)[C@H]2[C@H](CN(CC2)C(C=C)=O)O)C 1-((3S,4R)-4-(3-((4-amino-5-(4-isopropoxy-3-methoxyphenyl)-7-methyl-7H-pyrrolo[2,3-d]pyrimidin-6-yl)ethynyl)azetidin-1-yl)-3-hydroxypiperidin-1-yl)prop-2-en-1-one